FC(C=1N=C(SC1)CC1CC2(CN(C2)C(=O)N2CC3(C2)NC(COC3)=O)C1)(F)F 2-[6-[[4-(trifluoromethyl)thiazol-2-yl]methyl]-2-azaspiro[3.3]heptane-2-carbonyl]-8-oxa-2,5-diazaspiro[3.5]nonan-6-one